FC1=C(C=C(C=C1)C1=NC(=NO1)CN1[C@H](C[C@H](CC1)C(=O)NC1=CC(=CC=C1)C(F)(F)F)CCC)C(F)(F)F cis-1-((5-(4-fluoro-3-(trifluoromethyl)phenyl)-1,2,4-oxadiazol-3-yl)methyl)-2-propyl-N-(3-(trifluoromethyl)phenyl)piperidine-4-carboxamide